NC1=C(C=CC=C1)C1=NC=NC=C1 dl-4-(aminophenyl)pyrimidine